OC1=C(C(NC(N1)=S)=O)C(=O)NC1=CC=CC=C1 6-hydroxy-4-oxo-N-phenyl-2-sulfanylidene-1H-pyrimidine-5-carboxamide